(R)-tert-Butyl piperidin-3-ylcarbamate N1C[C@@H](CCC1)NC(OC(C)(C)C)=O